dimethyl-octadecyl trifluoroacetate sulfonium salt [SH3+].FC(C(=O)OC(CCCCCCCCCCCCCCCCC)(C)C)(F)F